Tert-butyl-(4-fluoro-2-methoxyphenoxy)diphenylsilane C(C)(C)(C)[Si](C1=CC=CC=C1)(C1=CC=CC=C1)OC1=C(C=C(C=C1)F)OC